2,3-dimethoxy-5-(4,4,5,5-tetramethyl-1,3,2-dioxaborolan-2-yl)pyridine COC1=NC=C(C=C1OC)B1OC(C(O1)(C)C)(C)C